3-[(R)-1-(6-Bromo-pyridin-3-yl)-ethylamino]-6-cyano-pyrazine-2-carboxylic acid [(S)-1-(3,4-difluoro-phenyl)-ethyl]-amide FC=1C=C(C=CC1F)[C@H](C)NC(=O)C1=NC(=CN=C1N[C@H](C)C=1C=NC(=CC1)Br)C#N